C(C1=CC=CC=C1)OCCN1C(=NC(=C1)C(F)(F)F)C1=CC=C(C=C1)CN (4-(1-(2-(benzyloxy)ethyl)-4-(trifluoromethyl)-1H-imidazol-2-yl)phenyl)methanamine